Hafnium oxide erbium [Er+3].[O-2].[Hf+4]